[N+](=O)([O-])C1=CC(=C(C(=O)O)C=C1)C=1N(C(=C(C1)C(=O)N(C=1C=C2C=NN(C2=CC1)C1OCCCC1)CC1=C(C(=CC=C1)OC)C)C)C 4-Nitro-2-(4-[(3-methoxy-2-methylbenzyl)(1-tetrahydro-2H-pyran-2-yl-1H-indazol-5-yl)amino]carbonyl-1,5-dimethyl-1H-pyrrol-2-yl)benzoic acid